N1=CC=C2N1C=C(C=C2)C=2N=CN(C2)CCO 2-(4-{pyrazolo[1,5-a]pyridin-6-yl}imidazol-1-yl)ethanol